(S)-4-(Isopentyloxy)-7-isopropyl-11-oxo-2,6,7,11-tetrahydro-1H-furo[2,3-H]pyrido[2,1-a]isoquinoline-10-carboxylic acid C(CC(C)C)OC1=CC=2C[C@H](N3C(C2C2=C1OCC2)=CC(C(=C3)C(=O)O)=O)C(C)C